Tin Indium Zinc Oxide [O-2].[Zn+2].[In+3].[Sn+4]